ClC1=C(C=CC=C1)[C@H]1CC[C@H](N1C(C1=C(N=C(C=C1)C1=CC=CC=C1)C)=O)C(=O)O (2S,5R)-5-(2-chlorophenyl)-1-(2-methyl-6-phenylnicotinoyl)pyrrolidine-2-carboxylic acid